COC=1C=C(C=CC1OC)C=1C(=NN2C1N=C(C=C2NCC2=CC=C(C=C2)S(=O)(=O)C)C)C 3-(3,4-dimethoxyphenyl)-2,5-dimethyl-N-[(4-methylsulfonylphenyl)methyl]pyrazolo[1,5-a]pyrimidin-7-amine